FC(OC1=C(C=CC=C1)[C@H]1CCN2[C@@H]1C1=CC(=CC=C1C2=O)C=2C=NC(=NC2)N2CCOCC2)F |r| rac-(1R,9bS)-1-(2-(difluoromethoxy)phenyl)-8-(2-morpholinopyrimidin-5-yl)-2,3-dihydro-1H-pyrrolo[2,1-a]isoindol-5(9bH)-one